COC1=CC(=C2C=NNC2=C1)C=1N=NN(C1)CC1=CC=C(N=N1)N1C[C@@H](CCC1)NCC12CC(C1)(C2)C (3R)-1-(6-((4-(6-methoxy-1H-indazol-4-yl)-1H-1,2,3-triazol-1-yl)methyl)pyridazin-3-yl)-N-((3-methylbicyclo[1.1.1]pentan-1-yl)methyl)piperidin-3-amine